(S)-5-methyl-N-(3-(1-((3-methyl-1H-pyrrolo[2,3-b]pyridin-5-yl)amino)ethyl)phenyl)nicotinamide CC=1C=NC=C(C(=O)NC2=CC(=CC=C2)[C@H](C)NC=2C=C3C(=NC2)NC=C3C)C1